[Ca].ON[C@@H](CCSC)C(=O)O |r| Racemic-hydroxymethionine calcium